1-(cyclohexylmethyl)-3-methyl-N-(4-(methylsulfonyl)phenyl)-1H-pyrazolo[3,4-d]pyrimidin-6-amine C1(CCCCC1)CN1N=C(C=2C1=NC(=NC2)NC2=CC=C(C=C2)S(=O)(=O)C)C